N-((3-chloro-1H-pyrrolo[2,3-b]pyridin-5-yl)methyl)-2-(6-(1-methyl-1H-pyrazol-4-yl)-2-oxo-3-(phenethylamino)pyrazin-1(2H)-yl)acetamide iron-titanium-copper [Cu].[Ti].[Fe].ClC1=CNC2=NC=C(C=C21)CNC(CN2C(C(=NC=C2C=2C=NN(C2)C)NCCC2=CC=CC=C2)=O)=O